N(=[N+]=[N-])C1=C(C=CC=C1)I 1-Azido-2-iodobenzol